[As].C(CO)O ethylene glycol arsenic salt